F[C@@H]1C2=C([C@H]3CCCC(N3C1)=O)NC1=CC(=C(C(=C12)F)F)F (7r,12br)-7,8,9,10-tetrafluoro-1h,2h,3h,4h,6h,7h,12bh-indolo[2,3-a]quinolizin-4-one